3-[(1S)-5-[2-(2-aminopyridin-3-yl)-5-(pyrazol-1-yl)imidazo[4,5-b]pyridin-3-yl]-2,3-dihydro-1H-inden-1-yl]-7-hydroxy-2,4-dioxo-1H-quinazoline-6-carbaldehyde NC1=NC=CC=C1C1=NC=2C(=NC(=CC2)N2N=CC=C2)N1C=1C=C2CC[C@@H](C2=CC1)N1C(NC2=CC(=C(C=C2C1=O)C=O)O)=O